(R)-2-fluoro-N-(piperidin-3-yl)-4-(pyridin-3-ylamino)-N-(quinolin-2-yl)benzamide FC1=C(C(=O)N(C2=NC3=CC=CC=C3C=C2)[C@H]2CNCCC2)C=CC(=C1)NC=1C=NC=CC1